tetradec-ylammonium C(CCCCCCCCCCCCC)[NH3+]